FC=1C(=C(C=CC1F)[C@H]1[C@@H](O[C@]([C@H]1CC)(C(F)(F)F)C)C(=O)OCC)OC |r| ethyl rac-(2R,3S,4S,5R)-3-(3,4-difluoro-2-methoxy-phenyl)-4-ethyl-5-methyl-5-(trifluoromethyl)tetrahydrofuran-2-carboxylate